(1S,2R)-1-(2-methoxy-5-methylphenyl)-N-(2-methylquinoline-5-sulfonyl)-2-[2-(trifluoromethyl)phenyl]cyclopropane-1-carboxamide COC1=C(C=C(C=C1)C)[C@]1([C@H](C1)C1=C(C=CC=C1)C(F)(F)F)C(=O)NS(=O)(=O)C=1C=2C=CC(=NC2C=CC1)C